tert-Butyl (3-cyano-7-fluoro-4-(5-fluoro-3-(4-methylhexahydropyrrolo[3,2-b]pyrrol-1(2H)-yl)-7,9-dihydrofuro[3,4-f]quinazolin-6-yl)thieno[3,2-c]pyridin-2-yl)carbamate C(#N)C1=C(SC2=C1C(=NC=C2F)C=2C1=C(C=3C=NC(=NC3C2F)N2C3C(CC2)N(CC3)C)COC1)NC(OC(C)(C)C)=O